4-PHENYL-N-(PHENYL)THIAZOL-2-AMINE C1(=CC=CC=C1)C=1N=C(SC1)NC1=CC=CC=C1